2-(2-((3r,4r)-3-amino-4-fluoropiperidin-1-yl)-5,6-difluoro-1H-benzo[d]imidazol-1-yl)-1-(2-azabicyclo[3.1.0]hex-2-yl)ethanone N[C@@H]1CN(CC[C@H]1F)C1=NC2=C(N1CC(=O)N1C3CC3CC1)C=C(C(=C2)F)F